diisopropoxytitanium bisethyl-acetoacetate C(C)C(C(CC(=O)[O-])=O)CC.C(C)(C)O[Ti+2]OC(C)C.C(C)C(C(CC(=O)[O-])=O)CC